CO[C@@H]1[C@@H]([C@H]([C@@H]([C@H](O1)COCC2=CC=CC=C2)OCC3=CC=CC=C3)OCC4=CC=CC=C4)OCC5=CC=CC=C5 methyl 2,3,4,6-tetra-O-benzyl-α-D-glucopyranoside